C(C)(C)C=1N=C(NC1)C=O 4-ISOPROPYL-1H-IMIDAZOLE-2-CARBALDEHYDE